6-(((5-(5'-methoxy-2',6-dimethyl-(4,4'-bipyridine)-3-carboxamido)-1,3,4-thiadiazol-2-yl)oxy)methyl)pyridine-3-carboxylic acid methyl ester COC(=O)C=1C=NC(=CC1)COC=1SC(=NN1)NC(=O)C=1C=NC(=CC1C1=CC(=NC=C1OC)C)C